6-[3-(5-chloro-2-fluoro-phenyl)-1H-pyrazol-4-yl]-N-[1,1-dimethyl-2-(4-methylpiperazin-1-yl)ethyl]-1,5-naphthyridin-3-amine ClC=1C=CC(=C(C1)C1=NNC=C1C=1N=C2C=C(C=NC2=CC1)NC(CN1CCN(CC1)C)(C)C)F